C(=C/C1=CC=CC=C1)/[B] cis-styryl-boron